(3S)-1,3-dihydrospiro[indene-2,4'-piperidin]-3-amine dihydrochloride Cl.Cl.N1CCC2(CC1)CC1=CC=CC=C1[C@H]2N